(S)-3-hydroxy-1-N-Boc-azepane O[C@@H]1CN(CCCC1)C(=O)OC(C)(C)C